erucic acid behenyl-myristate C(CCCCCCCCCCCCCCCCCCCCC)OC(CCCCCCCCCCCCC)=O.C(CCCCCCCCCCC\C=C/CCCCCCCC)(=O)O